2-chloro-N-(cyclopropylmethyl)-4-(4,4,5,5-tetramethyl-1,3,2-dioxaborolan-2-yl)aniline ClC1=C(NCC2CC2)C=CC(=C1)B1OC(C(O1)(C)C)(C)C